tert-butyl-[(2S)-1-hydroxy-3-(4-{2-[2-(2-methoxyethoxy)ethoxy]ethoxy}phenyl)propan-2-yl]carbamate C(C)(C)(C)OC(N[C@H](CO)CC1=CC=C(C=C1)OCCOCCOCCOC)=O